FC1=C(C=C(C=C1)F)NC(=O)NCC1=CC(=NC=C1)OCC(F)(F)F 1-(2,5-difluoro-phenyl)-3-[[2-(2,2,2-trifluoro-ethoxy)pyridin-4-yl]methyl]urea